2-(N,N-dimethylamino)-ethyl methacrylate C(C(=C)C)(=O)OCCN(C)C